ClC1(C[C@H](NC1)C(=O)O)Cl 4,4-dichloroproline